2-[(2S)-2,3-Dihydro[1,4]dioxino[2,3-b]pyridin-2-ylmethyl]-8-methyl-N-(1,2-oxazol-3-ylmethyl)-4,5-dihydro-2H-furo[2,3-g]indazol-7-carboxamid O1[C@H](COC2=NC=CC=C21)CN2N=C1C3=C(CCC1=C2)OC(=C3C)C(=O)NCC3=NOC=C3